C(C(C)C)C1=CC=C(C=C1)C1CCN(CC1)C(=O)C1CC2(C1)NCOC2 (2s,4s)-2-(4-(4-Isobutylphenyl)piperidine-1-carbonyl)-7-oxa-5-azaspiro[3.4]octan